N1=C(C=CC=C1)CCC1=NOC(=N1)C(=O)N (2-(pyridin-2-yl)ethyl)-1,2,4-oxadiazole-5-carboxamide